ClC=1C=CC(=C(C1)NC(=S)NC1=CC(=CC=C1)OC)OC N-(5-chloro-2-methoxyphenyl)-N'-(3-methoxyphenyl)thiourea